C(C1=CC=CC=C1)SC1=C(C=C(C=C1)Cl)[N+](=O)[O-] benzyl(4-chloro-2-nitrophenyl)sulfane